4-((7-fluoro-1-methyl-1H-benzo[d][1,2,3]triazol-5-yl)-oxy)-3-methylaniline FC1=CC(=CC2=C1N(N=N2)C)OC2=C(C=C(N)C=C2)C